NC=1C=2N(C3=CC(=CC=C3N1)C(=O)N([C@@H]1COC3=C1C=CC(=C3)C(F)(F)F)C=3C=NN(C3)C)C(=NC2)C (S)-4-amino-1-methyl-N-(1-methyl-1H-pyrazol-4-yl)-N-(6-(trifluoromethyl)-2,3-dihydrobenzofuran-3-yl)imidazo[1,5-a]quinoxaline-8-carboxamide